BrC1=CC2=C(N=C(S2)C)C=C1 6-bromo-2-methyl-1,3-benzothiazole